OCC12CCC(CC1)(CC2)C2=NN=C(S2)C=2C(=CC(=NC2)C2=CC=C1N2N=CC(=C1)C#N)NC 7-(5-{5-[4-(hydroxymethyl)bicyclo[2.2.2]octan-1-yl]-1,3,4-thiadiazol-2-yl}-4-(methylamino)pyridin-2-yl)pyrrolo[1,2-b]pyridazine-3-carbonitrile